ClC1=CC=C(CN2C(=NC=3N(C(N(C(C23)=O)CCCO)=O)C)C2CCC(CC2)(C)C)C=C1 7-(4-chlorobenzyl)-8-(4,4-dimethylcyclohexyl)-1-(3-hydroxypropyl)-3-methyl-3,7-dihydro-1H-purine-2,6-dione